BrC1=CC2=C(N(C3=C(O2)C=C(C(=C3)C)Br)CCCCCN3CCOCC3)N=C1 3,7-dibromo-8-methyl-10-(5-morpholinopentyl)-10H-benzo[b]pyrido[2,3-e][1,4]oxazine